2-fluoroethanolate FCC[O-]